C1(CC1)C=1C=NC(=NC1)NC1=NN(C(=C1)C)C 5-cyclopropyl-2-((1,5-dimethyl-1H-pyrazol-3-yl)amino)pyrimidin